ClC1=CC=C(C(=N1)C1=NN(C=N1)C)NC(C)C=1C=C(C=C2C(N3CCC(N4N=CC(C12)=C43)C=O)=O)C 10-(1-((6-chloro-2-(1-methyl-1H-1,2,4-triazol-3-yl)pyridin-3-yl)amino)ethyl)-8-methyl-6-oxo-4,5-dihydro-3H,6H-2,2a,5a-triazaaceanthrylene-3-carbaldehyde